C(C)(C)N1C(CC2=CC=C(C=C12)NC(=O)C1=C(C=C(C=C1)NS(=O)(=O)CC(=O)OCC)N1CCC2(CC2)CC1)=O ethyl 2-(N-(4-((1-isopropyl-2-oxoindolin-6-yl)carbamoyl)-3-(6-azaspiro[2.5]octan-6-yl)phenyl)sulfamoyl)acetate